C(C)(C)(C)OC(=O)N[C@@H](CCCCNC(=O)OC1=CC=C(C=C1)[N+](=O)[O-])C(=O)O N2-(tert-butoxycarbonyl)-N6-((4-nitrophenoxy)carbonyl)-L-lysine